C1(=CC(=CC=C1)C(C)NC(C1=C(C=CC(=C1)N)N(C)C)=O)C1=CC=CC=C1 N-(1-([1,1'-biphenyl]-3-yl)ethyl)-5-amino-2-(dimethylamino)benzamide